methyl-prolinaldehyde CN1[C@@H](CCC1)C=O